CC[C@@H]1[C@H](/C=C(/C=C/C(=O)[C@@H](C[C@@H]([C@@H]([C@H]([C@@H](CC(=O)O1)O)C)O[C@H]2[C@@H]([C@H]([C@@H]([C@H](O2)C)O[C@H]3C[C@@]([C@H]([C@@H](O3)C)O)(C)O)N(C)C)O)CC=O)C)\\C)CO[C@H]4[C@@H]([C@@H]([C@@H]([C@H](O4)C)O)O)OC The molecule is a macrolide antibiotic that is tylonolide having mono- and diglycosyl moieties attached to two of its hydroxy groups. It has a role as a bacterial metabolite. It is an aldehyde, a disaccharide derivative, an enone, a macrolide antibiotic, a monosaccharide derivative and a leucomycin. It derives from a tylactone. It is a conjugate base of a macrocin(1+).